FC(CN1C(=NC=2C1=NC(=CC2)C2=CNC=1N=C(N=CC12)N[C@@H](C(F)(F)F)C)C)F (R)-5-(3-(2,2-difluoroethyl)-2-methyl-3H-imidazo[4,5-b]pyridin-5-yl)-N-(1,1,1-trifluoropropan-2-yl)-7H-pyrrolo[2,3-d]pyrimidin-2-amine